[3-(1,3-dimethyl-1H-indazol-5-yl)-2,5-dimethyl-pyrazolo[1,5-a]pyrimidin-7-yl]-(2-methyl-pyridin-4-ylmethyl)-carbamic acid tert-butyl ester C(C)(C)(C)OC(N(CC1=CC(=NC=C1)C)C1=CC(=NC=2N1N=C(C2C=2C=C1C(=NN(C1=CC2)C)C)C)C)=O